C[C@@H]1[C@@H](O[C@@H]([C@H]1O)CO)N1C(NC(C=C1)=O)=O 1-(2-Deoxy-2-methyl-β-D-arabinofuranosyl)-2,4(1H,3H)-pyrimidinedione